CC1=NOC(=C1C=1C=C2C(=NC1)N(C=C2C2=C(C=C(C(=O)O)C=C2)OC(F)(F)F)C2=CC=C(C=C2)S(=O)(=O)C)C 4-(5-(3,5-dimethylisoxazol-4-yl)-1-(4-(methylsulfonyl)phenyl)-1H-pyrrolo[2,3-b]pyridin-3-yl)-3-(trifluoromethoxy)benzoic acid